tert-butyl 4-(6-bromopyrimidin-4-yl)-3,6-dihydro-2H-pyridine-1-carboxylate BrC1=CC(=NC=N1)C=1CCN(CC1)C(=O)OC(C)(C)C